6-(2-((5-(4-ethylpiperazine-1-carbonyl)pyridin-2-yl)amino)-5-fluoropyrimidin-4-yl)-3,4-dihydro-2H-isoquinolin-1-one C(C)N1CCN(CC1)C(=O)C=1C=CC(=NC1)NC1=NC=C(C(=N1)C=1C=C2CCNC(C2=CC1)=O)F